C(#N)C1=CC(=C(C=C1)N1CC(CCC1)NC(=O)[C@H]1N(C[C@@H](C1)O)C([C@H](C(C)(C)C)N1N=NC(=C1)C1CC1)=O)F (2S,4R)-N-[1-(4-cyano-2-fluoro-phenyl)-3-piperidyl]-1-[(2S)-2-(4-cyclopropyltriazol-1-yl)-3,3-dimethyl-butanoyl]-4-hydroxy-pyrrolidine-2-carboxamide